8-chloro-7-(2-fluoro-5-methoxy-phenyl)-9-(trifluoromethyl)-5H-pyrimido[1,2-a][1,4]benzodiazepine ClC1=C(C=CC2=C1C(=NCC=1N2CC=CN1)C1=C(C=CC(=C1)OC)F)C(F)(F)F